NC1=C2C(=NC=N1)N(N=C2C2=C(C(=C(C=C2)OC)F)F)[C@H](C)C2=NC1=CC=CC=C1C(N2C2=CC=CC=C2)=O (R)-2-(1-(4-amino-3-(2,3-difluoro-4-methoxyphenyl)-1H-pyrazolo[3,4-d]pyrimidin-1-yl)ethyl)-3-phenylquinazolin-4(3H)-one